3-(5-(3-fluoro-4-(((3S,4R)-3-hydroxy-4-methylpyrrolidin-1-yl)methyl)pyridin-2-yl)-1-oxoisoindolin-2-yl)piperidine FC=1C(=NC=CC1CN1C[C@H]([C@@H](C1)C)O)C=1C=C2CN(C(C2=CC1)=O)C1CNCCC1